C(CC)(=O)OC1C(CC1)C(NC1=NN(C=C1CN)C(N(C)C)=O)=O 2-((4-(aminomethyl)-1-(dimethylcarbamoyl)-1H-pyrazol-3-yl)carbamoyl)cyclobutyl propionate